ClC1=C(C=CC=C1OC)B1OC(C(O1)(C)C)(C)C 2-(2-chloro-3-methoxyphenyl)-4,4,5,5-tetramethyl-1,3,2-dioxaborolane